M-(1-cyclopropylethylidene)-4-methylbenzenesulfonohydrazide C1(CC1)C(C)=C1CC(=CC=C1C)S(=O)(=O)NN